BrC=1C=C(C(=NC1OC)CC(C)N)OC 1-(5-bromo-3,6-dimethoxypyridin-2-yl)propan-2-amine